COC(=O)[C@H]1[C@H](C=CC=C1)C(=O)OC cis-dimethylcyclohexa-3,5-diene-1,2-dicarboxylate